1'-(6-(3-(Piperazin-1-yl)azetidin-1-yl)-2-(trifluoromethyl)pyrimidin-4-yl)-2,3-dihydrospiro[indene-1,4'-piperidine] N1(CCNCC1)C1CN(C1)C1=CC(=NC(=N1)C(F)(F)F)N1CCC2(CC1)CCC1=CC=CC=C12